(R)-7-bromo-3-butyl-8-methoxy-2-methyl-5-neopentyl-2,3,4,5-tetrahydrobenzo[f][1,2,5]thiadiazepine 1,1-dioxide BrC=1C(=CC2=C(N(C[C@H](N(S2(=O)=O)C)CCCC)CC(C)(C)C)C1)OC